(1R,3S)-3-(5-amino-1-(tert-butyl)-1H-pyrazol-3-yl)cyclopentanol NC1=CC(=NN1C(C)(C)C)[C@@H]1C[C@@H](CC1)O